3-((2-bromophenyl)thio)tetrahydrofuran BrC1=C(C=CC=C1)SC1COCC1